ONC(CCCCCCCC1=C(C=C(C=C1)NC(C1=CC(=C(C=C1)C)C#CC1=CN=C2N1N=CC=C2)=O)C(F)(F)F)=O N-(4-(8-(hydroxyamino)-8-oxooctyl)-3-(trifluoromethyl)phenyl)-3-(imidazo[1,2-b]pyridazin-3-ylethynyl)-4-methylbenzamide